benzyl 3-pyrroline-1-carboxylate N1(CC=CC1)C(=O)OCC1=CC=CC=C1